COC(=O)[C@@H]1CC[C@H](CC1)CN1N=C2C(N=CC(=C2)C#N)=C1.ClC=1C=C(C(=O)NC2=C3C(N(C=NC3=CC=C2)CC2=CC(=NC=C2)O)=O)C=C(C1O)Cl 3,5-dichloro-4-hydroxy-N-{3-[(2-hydroxypyridin-4-yl)methyl]-4-oxo-3,4-dihydroquinazolin-5-yl}benzamide methyl-trans-4-[(6-cyanopyrazolo[4,3-b]pyridin-2-yl)methyl]cyclohexanecarboxylate